2,2,2-trifluoro-1-(5-fluoropyridin-2-yl)ethan-1-one FC(C(=O)C1=NC=C(C=C1)F)(F)F